2-(4-((4-(4-chlorophenyl)-5-oxo-4,5-dihydro-1H-1,2,4-triazol-1-yl)methyl)-2,6-dimethylphenoxy)-2-methylpropanoic acid ethyl ester C(C)OC(C(C)(C)OC1=C(C=C(C=C1C)CN1N=CN(C1=O)C1=CC=C(C=C1)Cl)C)=O